N1(CCC1)CC=1C(=C(C(=CC1)F)C=1C=C2C(=CN1)NN=C2C=2C=NN(C2)C)C 5-(3-(Azetidin-1-ylmethyl)-6-fluoro-2-methylphenyl)-3-(1-methyl-1H-pyrazol-4-yl)-1H-pyrazolo[3,4-c]pyridine